2-bromo-5-cyclohexyl-1,3-thiazole BrC=1SC(=CN1)C1CCCCC1